2-(4-(4-(N,N-bis(4-methoxybenzyl)sulfamoyl)-3-fluorobenzyl)-5-(cyclopropylmethyl)-3-(4-fluoro-3-hydroxyphenyl)-1H-pyrazole-1-yl)thiazole-4-carboxylic acid ethyl ester C(C)OC(=O)C=1N=C(SC1)N1N=C(C(=C1CC1CC1)CC1=CC(=C(C=C1)S(N(CC1=CC=C(C=C1)OC)CC1=CC=C(C=C1)OC)(=O)=O)F)C1=CC(=C(C=C1)F)O